C[C@H]1N([C@H](CNC1)C)C=1C2=C(N(C(N1)=O)C=1C(=NC=CC1C)C(C)C)N=C(C(=C2)C#N)C2=C(C(=CC=C2)C)F 4-((2R,6S)-2,6-dimethylpiperazin-1-yl)-7-(2-fluoro-3-methylphenyl)-1-(2-isopropyl-4-methylpyridin-3-yl)-2-oxo-1,2-dihydropyrido[2,3-d]pyrimidine-6-carbonitrile